BrC1=CC=C(C(=N1)N)Cl 6-bromo-3-chloropyridin-2-amine